C(C)(C)(C)OC(=O)N1C[C@@H](CC1)CC=1C=CC(=NC1)C(=O)OC methyl 5-{[(3R)-1-(tert-butoxycarbonyl)pyrrolidin-3-yl]methyl}pyridine-2-carboxylate